BrC1=CC(N(C=C1)CC(=O)N(C)C)=O 2-(4-bromo-2-oxopyridin-1(2H)-yl)-N,N-Dimethylacetamide